NC1=C2N=CN(C2=NC=N1)[C@@H](C=O)O[C@H](C=O)CO (2S)-2-[(1R)-1-(6-aminopurin-9-yl)-2-oxoethoxy]-3-hydroxypropanal